C(C)(C)(C)OC(=O)C=1C=NN2C1N=C(C=C2)Cl 5-Chloropyrazolo[1,5-a]pyrimidine-3-carboxylic acid tert-butyl ester